benzyl-1,2-ethylenediamine C(C1=CC=CC=C1)NCCN